2,6-Diacetoxymethyl-p-cresol C(C)(=O)OCC1=CC(=CC(=C1O)COC(C)=O)C